5,6,7,8-tetrahydronaphthyridine-2-one N1C(C=CC=2CCCNC12)=O